tellurium-bismuth-selenium [Se].[Bi].[Te]